OC1=C(C(=O)O)C(=CC=C1)C(C)=NOC 2-hydroxy-6-(1-methoxyimino-ethyl)-benzoic acid